6-bromo-1-(4-methylbenzoyl)-2H-benzo[d][1,3]Oxazine-2,4(1H)-dione BrC1=CC2=C(N(C(OC2=O)=O)C(C2=CC=C(C=C2)C)=O)C=C1